tert-Butyl N-[2-(4,4,5,5-tetramethyl-1,3,2-dioxaborolan-2-yl)ethyl]carbamate CC1(OB(OC1(C)C)CCNC(OC(C)(C)C)=O)C